NCCC1=NC(=CC2=CC(=CC=C12)C(=O)N)C1=CC(=C(C(=C1)O)C(C)C)O (2-aminoethyl)-3-(3,5-dihydroxy-4-isopropylphenyl)isoquinoline-6-carboxamide